CC1=CC=C(C=C1)N(C1=CC=CC=C1)C1=CC=C(C=C1)C N,N-bis(4-methylphenyl)-benzenamine